C[C@H]1CCC(O[C@@H](C1)C(C)C)=O (5S,7S)-5-methyl-7-(propan-2-yl)oxepan-2-one